ClC=1N=C2C(=CC(=C3C2=C(N1)N1C(CCO3)CN(CC1)C(=O)[O-])Cl)F 7,11-dichloro-9-fluoro-1,3,4,13,14,14a-hexahydro-2H-pyrazino[1',2':5,6][1,5]oxazocino[4,3,2-de]quinazoline-2-carboxylate